C(C)(C)(C)OC(=O)N1CCC(CC1)C1=CC(=CC=C1)C(C)=O 4-(3-Acetylphenyl)piperidine-1-carboxylic acid tert-butyl ester